CYCLOHEXYLMETHACRYLATE C1(CCCCC1)OC(C(=C)C)=O